3-(9-((4-(aminomethyl)-2-isobutoxyphenyl)carbamoyl)-4,5-dihydrobenzo[b]thieno[2,3-d]oxepin-8-yl)-6-(propylcarbamoyl)picolinic acid NCC1=CC(=C(C=C1)NC(=O)C1=CC2=C(OCCC3=C2SC=C3)C=C1C=1C(=NC(=CC1)C(NCCC)=O)C(=O)O)OCC(C)C